F[C@H]1CN(CC1)C(=O)NC1=CC(=C(C=C1)F)N1N=C2N=CC(=CC2=C1)N1CC(C1)F (3R)-3-fluoro-N-{4-fluoro-3-[5-(3-fluoroazetidin-1-yl)-2H-pyrazolo[3,4-b]pyridin-2-yl]phenyl}pyrrolidine-1-carboxamide